Henicosanoic acid 7-[4-(4-benzo[b]thiophen-4-ylpiperazin-1-yl)butoxy]-2-oxo-3,4-dihydro-2H-quinolin-1-ylmethyl ester S1C2=C(C=C1)C(=CC=C2)N2CCN(CC2)CCCCOC2=CC=C1CCC(N(C1=C2)COC(CCCCCCCCCCCCCCCCCCCC)=O)=O